3-ethylbutane-2,2-diol C(C)C(C(C)(O)O)C